DL-homoalanin-4-yl(methyl)phosphinic acid N[C@@H](CCP(O)(=O)C)C(=O)O |r|